O=C1NC(CCC1N1C(C2=CC=CC(=C2C1=O)NCC1=CC=C(C=C1)CN1CCN(CC1)C1=NC=NC(=C1)OC)=O)=O 2-(2,6-dioxopiperidin-3-yl)-4-(4-((4-(6-methoxypyrimidin-4-yl)piperazin-1-yl)methyl)benzylamino)isoindoline-1,3-dione